7-(3-methylbenzyl)-4-(4-ethylbenzyl)-6,7,8,9-tetrahydroimidazo[1,2-a]pyrido[3,4-e]pyrimidine-5(4H)-one CC=1C=C(CN2CC=3C(N(C=4N(C3CC2)C=CN4)CC4=CC=C(C=C4)CC)=O)C=CC1